FC1=C(CS2C(C(C(C2CN(C(COC)=O)C)=O)C=2N=NC(=CC2)OC)=O)C(=CC=C1)F 1-(2,6-difluorobenzyl)-5-((2-methoxy-N-methylacetamido)methyl)-3-(6-methoxypyridazin-3-yl)-2,4-dioxo-1,2,3,4-tetrahydrothiophen